NC=1C2=C(N=CN1)N(C=C2C=2C(=C1CCN(C1=CC2)C(C(C2=CC=CC=C2)O)=O)F)C 1-(5-(4-amino-7-methyl-7H-pyrrolo[2,3-d]pyrimidin-5-yl)-4-fluoroindolin-1-yl)-2-hydroxy-2-phenylethanone